C(#N)C1(CC1)CC=1C=C(C=NC1C)C1C(C1)C(=O)O 2-(5-((1-cyanocyclopropyl)methyl)-6-methylpyridin-3-yl)cyclopropane-1-carboxylic acid